(R)-5-azido-1-nitro-6,7,8,9-tetrahydro-5H-benzo[7]annulene N(=[N+]=[N-])[C@@H]1CCCCC2=C1C=CC=C2[N+](=O)[O-]